C[Si](O[Si](O[Si](C)(C)C)(O[Si](C)(C)C)CCC(=O)OC=C)(C)C vinyl 3-(1,1,1,5,5,5-hexamethyl-3-((trimethylsilyl)oxy)trisiloxan-3-yl)propanoate